C(CC)C1=CC=C(S1)C=O 5-propylthiophene-2-al